COC1=CC=C(CN(C(OC(C)(C)C)=O)CCC2CCC(CC2)N2N=CC(=C2)C2=NC3=CC=CC=C3N=C2)C=C1 tert-butyl (4-methoxybenzyl)(2-(4-(4-(quinoxalin-2-yl)-1H-pyrazol-1-yl)cyclohexyl)ethyl)carbamate